8-(2-azabicyclo[2.1.1]hexan-2-yl)-N-isopropyl-7-(1H-pyrazol-4-yl)-[1,2,4]triazolo[1,5-c]pyrimidin-2-amine C12N(CC(C1)C2)C=2C=1N(C=NC2C=2C=NNC2)N=C(N1)NC(C)C